(R)-5-chloro-7-cyclobutyl-3-(1-(2,4-dichlorophenyl)ethyl)-3H-[1,2,3]triazolo[4,5-d]pyrimidine ClC=1N=C(C2=C(N1)N(N=N2)[C@H](C)C2=C(C=C(C=C2)Cl)Cl)C2CCC2